4-(6-chloro-5-fluoro-3-methoxypyridin-2-yl)morpholine ClC1=C(C=C(C(=N1)N1CCOCC1)OC)F